NC1=NC2=CC(=CC=C2C=C1)C=1C=NN(C1C1=C(C#N)C(=CC=C1)OC1CC1)C 2-(4-(2-aminoquinolin-7-yl)-1-methyl-1H-pyrazol-5-yl)-6-cyclopropoxy-benzonitrile